4-Bromo-1-isopropyl-1H-[1,2,3]triazolo[4,5-h]quinazolin-8-yl trifluoromethanesulfonate FC(S(=O)(=O)OC1=NC=2C3=C(C(=CC2C=N1)Br)N=NN3C(C)C)(F)F